O\N=C(\C=1N(N=C(C1)[N+](=O)[O-])C)/NC(CCC)=O N-[(Z)-N-hydroxy-C-(2-methyl-5-nitro-pyrazol-3-yl)carbonimidoyl]butanamide